1,3-bis-[2-(4-hydroxyphenyl)-2-propyl]benzol OC1=CC=C(C=C1)C(C)(C)C1=CC(=CC=C1)C(C)(C)C1=CC=C(C=C1)O